4-((1,3-dimethoxypropan-2-yl)amino)-3-methoxy-N-(5-(5-methyl-1H-pyrazol-1-yl)-1,3,4-thiadiazol-2-yl)-2-oxo-2H-pyran-6-carboxamide COCC(COC)NC1=C(C(OC(=C1)C(=O)NC=1SC(=NN1)N1N=CC=C1C)=O)OC